BIS(ACETYLTHIO)METHANE C(C)(=O)SCSC(C)=O